FCC1=NC=CC(=C1)C1=NC=2[C@]3([C@H](CCC2C(=N1)C1=C(C=CC=C1)F)CC(C(=C3)C#N)=O)CCC(C)C (6aR,10aS)-2-(2-(fluoromethyl)pyridin-4-yl)-4-(2-fluorophenyl)-10a-isopentyl-8-oxo-5,6,6a,7,8,10a-hexahydrobenzo[h]quinazoline-9-carbonitrile